Cl.ClC1=CC=CC(=N1)NC(=O)[C@H]1N[C@@H]2C[C@@H]2C1 (1R,3S,5R)-N-(6-chloropyridin-2-yl)-2-azabicyclo[3.1.0]Hexane-3-carboxamide hydrochloride